F[C@@H]1[C@@]2(C1)CN(C(C1=CC=C(C=C12)I)=O)CC(=O)NC1=NC=C(C=N1)F 2-[(2's,4r)-2'-fluoro-6-iodo-1-oxospiro[3H-isoquinoline-4,1'-cyclopropane]-2-yl]-N-(5-fluoropyrimidin-2-yl)acetamide